[SiH2]=[Hf](C1C=CC2=C(C=CC(=C12)CC)CC)C1C=CC2=C(C=CC(=C12)CC)CC silylene-bis(4,7-diethylinden-1-yl)hafnium